(1R,2S,3R,3aS,4R)-1-(5-carbamoyl-1H-1,2,4-triazol-1-yl)-2,3-dihydroxy-2,3,3a,4,5,6-hexahydro-1H-inden-4-yl isobutyrate C(C(C)C)(=O)O[C@H]1[C@@H]2[C@H]([C@H]([C@@H](C2=CCC1)N1N=CN=C1C(N)=O)O)O